5-[5-fluoro-6-(2-methoxyethoxy)-1H-indazol-3-yl]-1,2-oxazol FC=1C=C2C(=NNC2=CC1OCCOC)C1=CC=NO1